(1S,3S)-3-((2-(3-(((benzyl(methyl)carbamoyl)oxy)methyl)-5-chlorothiophen-2-yl)-4-methylpyrimidin-5-yl)oxy)cyclohexane-1-carboxylic acid C(C1=CC=CC=C1)N(C(=O)OCC1=C(SC(=C1)Cl)C1=NC=C(C(=N1)C)O[C@@H]1C[C@H](CCC1)C(=O)O)C